O=C1C=CC(=CN1)C=O 6-Oxo-1H-pyridine-3-carbaldehyde